2-[(6R)-6-(1-cyclopropylpyrazol-4-yl)-3,6-dihydro-2H-pyran-4-yl]-4-(2,2-difluorospiro[3.3]heptan-6-yl)-6,7-dimethyl-pteridine C1(CC1)N1N=CC(=C1)[C@H]1C=C(CCO1)C1=NC2=NC(=C(N=C2C(=N1)C1CC2(CC(C2)(F)F)C1)C)C